ClC1=C(C=CC=C1)CCC(C)NC 4-(2-chlorophenyl)-2-methylamino-butane